3-[(3-tert-butyl-2-hydroxy-1,2-benzoxaborinin-6-yl)amino]-1-(trans-4-cyanotetrahydro-2H-pyran-3-yl)pyrazole-4-carboxamide C(C)(C)(C)C=1B(OC2=C(C1)C=C(C=C2)NC2=NN(C=C2C(=O)N)[C@@H]2COCC[C@H]2C#N)O